6-Chloro-3-(6-methoxy-2-methylpyridin-3-yl)-1-(2-methyl-4-(trifluoromethoxy)phenyl)-4-oxo-1,2,3,4-tetrahydroquinazoline-7-carbonitrile ClC=1C=C2C(N(CN(C2=CC1C#N)C1=C(C=C(C=C1)OC(F)(F)F)C)C=1C(=NC(=CC1)OC)C)=O